COC=1C=C(C(=O)N2CC(C2)C#CC2=C3CN(C(C3=CC=C2)=O)C2C(NC(CC2)=O)=O)C=CC1[N+](=O)[O-] 3-(4-{2-[1-(3-methoxy-4-nitrobenzoyl)azetidin-3-yl]ethynyl}-1-oxo-3H-isoindol-2-yl)piperidine-2,6-dione